(R)-2-(3-fluorophenyl)pyrrolidine tert-butyl-(E)-2-((methoxymethyl)oxy)-5-((2-((triisopropylsilyl)oxy)phenyl)diazenyl)benzoate C(C)(C)(C)OC(C1=C(C=CC(=C1)\N=N\C1=C(C=CC=C1)O[Si](C(C)C)(C(C)C)C(C)C)OCOC)=O.FC=1C=C(C=CC1)[C@@H]1NCCC1